tert-butyl (S)-3-((5-(isopropylsulfonyl)-4,5,6,7-tetrahydropyrazolo[1,5-a]pyrazin-2-yl)carbamoyl)pyrrolidine-1-carboxylate C(C)(C)S(=O)(=O)N1CC=2N(CC1)N=C(C2)NC(=O)[C@@H]2CN(CC2)C(=O)OC(C)(C)C